2-picolinic acid nickel [Ni].N1=C(C=CC=C1)C(=O)O